3-bromo-6-fluoro-2-(1-(4-methoxybenzyl)-3-(trifluoromethyl)-1H-1,2,4-triazol-5-yl)imidazo[1,2-a]pyrimidine BrC1=C(N=C2N1C=C(C=N2)F)C2=NC(=NN2CC2=CC=C(C=C2)OC)C(F)(F)F